6-ethoxy-1-bis(beta-hydroxyethyl)amino-3-aminobenzene C(C)OC1=CC=C(C=C1N(CCO)CCO)N